2-(furan-3-yl)-6-methyl-N-(3-(4-[6-(trifluoro-methyl)pyridazin-3-yl]phenyl)propyl)thieno[2,3-d]pyrimidin-4-amine O1C=C(C=C1)C=1N=C(C2=C(N1)SC(=C2)C)NCCCC2=CC=C(C=C2)C=2N=NC(=CC2)C(F)(F)F